tert-butyl methyl(3-{[4-(3-phenyl-1-{[2-(trimethylsilyl)ethoxy]methyl}-1H-pyrrolo[3,2-b]pyridin-2-yl)pyridin-3-yl]oxy}propyl)carbamate CN(C(OC(C)(C)C)=O)CCCOC=1C=NC=CC1C1=C(C2=NC=CC=C2N1COCC[Si](C)(C)C)C1=CC=CC=C1